CN1C(N(CC1)C)=O 1,3-di-methyl-2-imidazolidinon